3-o-tolylquinazoline-2,4(1H,3H)-dione C1(=C(C=CC=C1)N1C(NC2=CC=CC=C2C1=O)=O)C